(o-toluoyl)peroxide C=1(C(=CC=CC1)C(=O)OOC(=O)C=1C(=CC=CC1)C)C